2-(1-(3-chlorophenyl)cyclopropyl)-6-(2-(3-phenoxyphenyl)acetyl)-3,5,6,7,8,9-hexahydro-4H-pyrimido[5,4-c]azepin-4-one ClC=1C=C(C=CC1)C1(CC1)C=1NC(C=2CN(CCCC2N1)C(CC1=CC(=CC=C1)OC1=CC=CC=C1)=O)=O